F[C@@H]1CNC[C@@H]1C (3S,4S)-3-fluoro-4-methylpyrrolidin